(4-(benzo[b]thiophen-2-yl)phenyl)-3-cyclopentyl-2-(hydroxyimino)propan-1-one S1C2=C(C=C1C1=CC=C(C=C1)C(C(CC1CCCC1)=NO)=O)C=CC=C2